Octane-2,6-dicarboxylic acid 6-((9H-fluoren-9-yl) methyl) 2-(tert-butyl) ester C(C)(C)(C)OC(=O)C(C)CCCC(CC)C(=O)OCC1C2=CC=CC=C2C=2C=CC=CC12